FC1=CC=C(C=C1)S(=O)(=O)NC=1C=C(C=CC1O)NC(=O)C1=CC=C(C2=CC=CC=C12)C1=CC=CC=C1 N-(3-((4-fluorophenyl)sulfonylamino)-4-hydroxyphenyl)-4-phenyl-1-naphthamide